Cl.C1NC(CC12CCOCC2)C(=O)OC Methyl 8-oxa-2-azaspiro[4.5]decane-3-carboxylate hydrochloride